(8-Methyl-1,3,4,5-tetrahydropyrido[4,3-b]indol-2-yl)-(1-phenylpyrazol-4-yl)methanone CC1=CC=2C3=C(NC2C=C1)CCN(C3)C(=O)C=3C=NN(C3)C3=CC=CC=C3